C(C)OC(COC1CN(C1)C(=O)OC(C)(C)C)=O tert-butyl 3-(2-ethoxy-2-oxo-ethoxy)azetidine-1-carboxylate